OC1=CC=C2C[C@@H](NCC2=C1)C(=O)N[C@H](C(C)C)CN1CCC(CC1)C (3R)-7-hydroxy-N-{(1R)-2-methyl-1-[(4-methylpiperidin-1-yl)methyl]Propyl}-1,2,3,4-tetrahydroisoquinoline-3-carboxamide